O=C(C(=O)SCCNC(CCNC([C@@H](C(COP(OP(OC[C@@H]1[C@H]([C@H]([C@@H](O1)N1C=NC=2C(N)=NC=NC12)O)OP(=O)(O)O)(=O)O)(=O)O)(C)C)O)=O)=O)CCC(=O)O alpha-ketoglutaryl-CoA